FC=1C=C(C=CC1F)C(CC)=O 1-(3,4-difluorophenyl)propan-1-one